ClC1=CC2=C([C@]3(OCC2=O)C[C@@H](N(CC3)C(=O)OC(C)(C)C)C)S1 tert-butyl (2S,4R)-2'-chloro-2-methyl-4'-oxo-spiro[piperidine-4,7'-thieno[2,3-c]pyran]-1-carboxylate